ClC=1C=C(C=CC1)[C@@H](CO)NC(=O)C1=CN(C=C1)C1=CC(=NC=C1)NC1COCC1 N-((S)-1-(3-chlorophenyl)-2-hydroxyethyl)-1-(2-((tetrahydrofuran-3-yl)amino)pyridin-4-yl)-1H-pyrrole-3-carboxamide